FC=1C=C2C(=CN(C2=CC1)C(C(=O)NC1=C(C=CC(=C1)N1CCNCC1)C)C)C 2-(5-fluoro-3-methyl-indol-1-yl)-N-(2-methyl-5-piperazin-1-yl-phenyl)propanamide